2-(5-(tert-Butyl)-2-fluorophenyl)-7-azaspiro[3.5]nonane C(C)(C)(C)C=1C=CC(=C(C1)C1CC2(C1)CCNCC2)F